{3-[6-amino-5-(2-chloro-3,6-difluoro-benzyloxy)-pyridin-3-yl]-phenyl}-[(3R)-3-amino-pyrrolidin-1-yl]-methanone NC1=C(C=C(C=N1)C=1C=C(C=CC1)C(=O)N1C[C@@H](CC1)N)OCC1=C(C(=CC=C1F)F)Cl